4,5-dichloro-2-cyclohexylpyridazin-3(2H)-one ClC=1C(N(N=CC1Cl)C1CCCCC1)=O